ClC=1C=C2C(=CNC2=CC1)NC(=O)NC1=CC=C(C=C1)N1CC(CC1)(F)F 1-(5-chloro-1H-indol-3-yl)-3-(4-(3,3-difluoropyrrolidin-1-yl)phenyl)urea